1-(1-((2-(Trimethylsilyl)ethoxy)methyl)-1H-benzo[d]imidazol-6-yl)dihydropyrimidine-2,4(1H,3H)-dione C[Si](CCOCN1C=NC2=C1C=C(C=C2)N2C(NC(CC2)=O)=O)(C)C